C(C)(C)(C)C1=CC=C(C=C1)C1N(N(CN1)C1=CC=CC=C1)C1=CC=CC=C1 (4-tert-butylphenyl)-1,2-diphenyl-1,2,4-triazolidine